benzyl (2-(methyl(2-oxo-2-((6-(trifluoromethoxy)benzo[d]thiazol-2-yl)amino)ethyl)amino)-2-oxoethyl)(1,1,1-trifluoro-2-methylpropan-2-yl)carbamate CN(C(CN(C(OCC1=CC=CC=C1)=O)C(C(F)(F)F)(C)C)=O)CC(NC=1SC2=C(N1)C=CC(=C2)OC(F)(F)F)=O